C(C)(C)(C)OC(=O)N1[C@@H](C[C@@H](C1)F)C=1C(=NC(=CC1)Cl)N1N=C(C=C1C)C#N (2S,4S)-2-[6-chloro-2-(3-cyano-5-methyl-pyrazol-1-yl)-3-pyridyl]-4-fluoro-pyrrolidine-1-carboxylic acid tert-butyl ester